3-[bis(2-ethylhexyloxy)phosphoryl]butyric acid C(C)C(COP(=O)(OCC(CCCC)CC)C(CC(=O)O)C)CCCC